(3,4-epoxycyclohexyl)-ethyl-methyl-dimethoxysilane C1(CC2C(CC1)O2)CO[Si](OC)(C)CC